Phthalazinepropanamide C1(=NN=CC2=CC=CC=C12)CCC(=O)N